CC(C(C(=O)OCCC(CCC=C(C)C)C)=O)CC 3,7-dimethyl-6-octenyl 3-methyl-2-oxopentanoate